N-(3-chloro-5-(methylsulfonamido)phenyl)-5-(5-cyano-3-((5-fluoropyridin-3-yl)methoxy)pyridin-2-yl)-1-methyl-1H-pyrrole-3-carboxamide ClC=1C=C(C=C(C1)NS(=O)(=O)C)NC(=O)C1=CN(C(=C1)C1=NC=C(C=C1OCC=1C=NC=C(C1)F)C#N)C